[14C]-succinic acid [14C](CCC(=O)O)(=O)O